ClC1=CC(=C(C=C1)[C@H]1COC2=C(O1)C=CC=C2C2CCN(CC2)CC2=NC1=C(N2C)C=C(C=C1OCC)C(=O)O)F (S)-2-((4-(2-(4-Chloro-2-fluorophenyl)-2,3-dihydrobenzo[b][1,4]dioxin-5-yl)piperidin-1-yl)methyl)-4-ethoxy-1-methyl-1H-benzo[d]imidazole-6-carboxylic acid